C(C1=CC=CC=C1)OCN1C(NN=C(C1=O)Br)=O 4-((benzyloxy)methyl)-6-bromo-1,2,4-triazine-3,5(2H,4H)-dione